N-[(2S)-4-cyclohexyl-1-(1H-1,2,3,4-tetrazol-5-yl)butan-2-yl]-5-(2,6-dimethoxyphenyl)-1-(2-methylpropyl)-1H-pyrazole-3-carboxamide C1(CCCCC1)CC[C@@H](CC1=NN=NN1)NC(=O)C1=NN(C(=C1)C1=C(C=CC=C1OC)OC)CC(C)C